C12C(C3CC(CC(C1)C3)C2)NC(COC2=NC(NC=C2)=O)=O N-(adamantan-2-yl)-2-((2-oxo-1,2-dihydropyrimidin-4-yl)oxy)acetamide